FC=1C=C2C(CNC2=CC1)(O)C(F)(F)F 5-fluoro-3-(trifluoromethyl)indolin-3-ol